FC(C=1N=C(SC1)O[C@@H]1CN(CC1)C1=C(C=C(C=C1)C1=CC=CC=C1)C=O)(F)F (S)-4-(3-(4-(trifluoromethyl)thiazol-2-yloxy)pyrrolidin-1-yl)biphenyl-3-carbaldehyde